O1[C@@H](CC1)CN1C(=NC2=C1C=C(C=C2)C(=O)O)CN2CCC(CC2)C2=NC(=CC=C2)OCC2=CC=C1C=NN(C1=C2)C2CCOCC2 (S)-1-(oxetan-2-ylmethyl)-2-((4-(6-((1-(tetrahydro-2H-pyran-4-yl)-1H-Indazol-6-yl)methoxy)pyridin-2-yl)piperidin-1-yl)methyl)-1H-benzo[d]imidazole-6-carboxylic acid